(2S,3R)-2-(5-(1-benzyl-5-methyl-1H-1,2,3-triazole-4-carbonyl)-1-oxo-2,5-diazaspiro[3.4]octan-2-yl)-3-hydroxybutanamide C(C1=CC=CC=C1)N1N=NC(=C1C)C(=O)N1C2(CN(C2=O)[C@H](C(=O)N)[C@@H](C)O)CCC1